(R)-2-(methylamino)-2-phenylacetic acid methyl ester COC([C@@H](C1=CC=CC=C1)NC)=O